(5-(5-(1-oxo-1-((5-(trifluoromethyl)thiazol-2-yl)amino)propan-2-yl)pyridin-3-yl)pyrazin-2-yl)but-2-enamide O=C(C(C)C=1C=C(C=NC1)C=1N=CC(=NC1)C(C(=O)N)=CC)NC=1SC(=CN1)C(F)(F)F